BrC=1C(=NC=2NS(C=3C=CC=C(C(N([C@@H](COC1N2)CC(C)C)C2CC1(CC1)C2)=O)C3)(=O)=O)C3=C(C=CC=C3C)C (11R)-7-bromo-6-(2,6-dimethylphenyl)-11-isobutyl-2,2-dioxo-12-spiro[2.3]hexan-5-yl-9-oxa-2λ6-thia-3,5,12,19-tetrazatricyclo[12.3.1.14,8]nonadeca-1(18),4(19),5,7,14,16-hexaen-13-one